5-[1-(5-aminopyrazin-2-yl)-3-(trifluoromethyl)pyrazol-4-yl]-N-[3-chloro-4-(4-isonipecotoylpiperazine-1-carbonyl)phenyl]-1-methyl-imidazole-2-carboxamide NC=1N=CC(=NC1)N1N=C(C(=C1)C1=CN=C(N1C)C(=O)NC1=CC(=C(C=C1)C(=O)N1CCN(CC1)C(C1CCNCC1)=O)Cl)C(F)(F)F